COC(CC1=C2C=CC=NC2=C(C=C1CN(C(=O)OC(C)(C)C)C(=O)OC(C)(C)C)C1=CC=C(C=C1)OC(F)(F)F)=O [6-[[bis(t-butoxycarbonyl)amino]methyl]-8-[4-(trifluoromethoxy)phenyl]-5-quinolinyl]acetic acid methyl ester